tert-butyl (S)-((5-bromobenzo[d]oxazol-2-yl)(4,4-difluorocyclohexyl)methyl)-carbamate tert-butyl-(S)-((5-bromobenzo[d]oxazol-2-yl)(4,4-difluorocyclohexyl)methyl)-carbamate C(C)(C)(C)N(C(O)=O)[C@@H](C1CCC(CC1)(F)F)C=1OC2=C(N1)C=C(C=C2)Br.BrC=2C=CC1=C(N=C(O1)[C@H](C1CCC(CC1)(F)F)NC(OC(C)(C)C)=O)C2